COC=1C=C2NC=3CC(CC(C3C(C2=CC1)=O)=O)C=1N=C(SC1)OC1=CC=C(C=C1)OC(F)(F)F 6-methoxy-3-(2-(4-(trifluoromethoxy)phenoxy)thiazol-4-yl)-3,4-dihydroacridine-1,9(2H,10H)-dione